1-(4-(4-amino-7-cyclopropyl-7H-pyrrolo[2,3-d]pyrimidin-5-yl)-2-fluorophenyl)-3-(3-(trifluoromethyl)isoxazol-5-yl)urea NC=1C2=C(N=CN1)N(C=C2C2=CC(=C(C=C2)NC(=O)NC2=CC(=NO2)C(F)(F)F)F)C2CC2